7-methyl-9-[[4-[1-methyl-4-(trifluoromethyl)imidazol-2-yl]phenyl]methyl]-2-[2-(trifluoromethoxy)-3-pyridyl]purin-8-imine CN1C(N(C2=NC(=NC=C12)C=1C(=NC=CC1)OC(F)(F)F)CC1=CC=C(C=C1)C=1N(C=C(N1)C(F)(F)F)C)=N